Cl.C[C@H]1[C@@H](C1)N |r| rac-(1r,2r)-2-methylcyclopropane-1-amine hydrochloride